COC1=CC=C(C=N1)CN1C2CN(CC1C2)C2=CC=C(C=N2)C=2C=1N(C=C(C2)NC)N=CC1C#N 4-(6-(6-((6-methoxypyridin-3-yl)methyl)-3,6-diazabicyclo[3.1.1]hept-3-yl)pyridin-3-yl)-6-(methylamino)pyrazolo[1,5-a]pyridine-3-carbonitrile